FC=1C(=C(C=CC1C)C1(CC1)C(=O)OC(C)(C)C)OC tert-butyl 1-(3-fluoro-2-methoxy-4-methylphenyl)cyclopropane-1-carboxylate